ClC=1C=CC(=NC1)NC(=O)NC1=CC=C(C=C1)CC[C@H]1CNCC1 |r| (RS)-1-(5-Chloro-pyridin-2-yl)-3-[4-(2-pyrrolidin-3-yl-ethyl)-phenyl]-urea